2-bromo-3-(chloromethyl)-5-methylbenzene BrC1=CC=C(C=C1CCl)C